C[Si](C1C(=C(C2=C(C(=C(C(=C12)C)C)C)C1=CC=C(C=C1)C(C)(C)C)C)C)(C1C=CC=C1)C Dimethyl-tetramethylcyclopentadienyl-2-methyl-4-(4'-t-butylphenyl)indenyl-silane